(3R,4S)-3-cyclopropyl-1-(2,3-diaminopyridin-4-yl)-4-methyl-2-oxopyrrolidine-3-carbonitrile C1(CC1)[C@]1(C(N(C[C@H]1C)C1=C(C(=NC=C1)N)N)=O)C#N